ClC1=NC(=NC(=C1)C1=C(C=CC=C1C)C)NS(=O)(=O)C=1C=C(N(N1)C)C(=O)O 5-[[4-Chloro-6-(2,6-dimethylphenyl)pyrimidin-2-yl]sulfamoyl]-2-methyl-pyrazole-3-carboxylic acid